N-(3-cyano-4-fluorophenyl)-1-methyl-4-(5-oxooctahydropentalen-2-yl)-1H-imidazole-5-carboxamide C(#N)C=1C=C(C=CC1F)NC(=O)C1=C(N=CN1C)C1CC2CC(CC2C1)=O